CC1=NOC(=C1C1=CC(=C(C=C1)NC1CC2(COC2)C1)[N+](=O)[O-])C N-(4-(3,5-dimethyl-isoxazol-4-yl)-2-nitrophenyl)-2-oxaspiro[3.3]Heptane-6-amine